FN(C(N(C1=CC=CC=C1)F)=S)F trifluoro-phenylthiourea